(5-fluoro-2-nitrophenyl)acetic acid FC=1C=CC(=C(C1)CC(=O)O)[N+](=O)[O-]